4-chloro-N-methyl-1,2,5-oxadiazole-3-carboxamide ClC=1C(=NON1)C(=O)NC